6-fluoro-4-trifluoromethylquinoline-2-carboxylic acid hydrazide FC=1C=C2C(=CC(=NC2=CC1)C(=O)NN)C(F)(F)F